ClC=1C=C2C(=C3C4(NC(NC13)=O)CCCCC4)OC=C2 5'-chloro-7',8'-dihydro-6'H-spiro[cyclohexane-1,9'-furo[2,3-f]quinazoline]-7'-one